ClC=1N=NC=C(N1)N 3-chloro-1,2,4-triazine-5-amine